2-(3-phenoxypiperidine-1-yl)benzene-1,4-disulfonamide O(C1=CC=CC=C1)C1CN(CCC1)C1=C(C=CC(=C1)S(=O)(=O)N)S(=O)(=O)N